(S)-3-(2,6-difluorophenyl)isoxazolidine FC1=C(C(=CC=C1)F)[C@H]1NOCC1